rac-(1r,3s)-N-((2-(4'-fluoro-2'-(4-methyl-4H-1,2,4-triazol-3-yl)-[1,1'-biphenyl]-3-yl)-7-(trifluoromethyl)benzo[d]oxazol-5-yl)methyl)-3-methylcyclohexane-1-amine FC1=CC(=C(C=C1)C1=CC(=CC=C1)C=1OC2=C(N1)C=C(C=C2C(F)(F)F)CN[C@H]2C[C@H](CCC2)C)C2=NN=CN2C |r|